5-Amino-8-(2-furyl)-1-methyl-3-(2-morpholinoethyl)-[1,2,4]triazolo[5,1-f]purin-2-one NN1C=NC(=C2N3C(N=C12)N(C(N3C)=O)CCN3CCOCC3)C=3OC=CC3